(E)-N-(1-(2-(dimethylamino)ethyl)-5-((4-(1-methyl-1H-indol-3-yl)pyrimidin-2-yl)amino)-1H-indazol-7-yl)-2-butenamide CN(CCN1N=CC2=CC(=CC(=C12)NC(\C=C\C)=O)NC1=NC=CC(=N1)C1=CN(C2=CC=CC=C12)C)C